C(C)(C)(C)OC(=O)N(C(C(=O)OC)CC1=CC(=CC(=C1)N1CCOCC1)N1CCOCC1)C(=O)OC(C)(C)C Methyl 2-(bis(tert-butoxycarbonyl)amino)-3-(3,5-dimorpholinophenyl)propanoate